tert-butyl 3-(3-(2,2-dimethoxyethyl) ureido)-2-(4-fluoro-3,5-dimethylphenyl)-2,4,6,7-tetrahydro-5H-pyrazolo[4,3-c]pyridine-5-carboxylate COC(CNC(NC=1N(N=C2C1CN(CC2)C(=O)OC(C)(C)C)C2=CC(=C(C(=C2)C)F)C)=O)OC